O.O.O.Cl.Cl.Cl tri-hydrochloride, tri-hydrate